Kalium isostearat C(CCCCCCCCCCCCCCC(C)C)(=O)[O-].[K+]